Methyl (S)-4-bromo-5-chloro-6-fluoro-2-phenylindoline-2-carboxylate BrC1=C2C[C@@](NC2=CC(=C1Cl)F)(C(=O)OC)C1=CC=CC=C1